6-(trifluoromethyl)-4-azaspiro[2.5]octan-6-ol FC(C1(CNC2(CC2)CC1)O)(F)F